5-(but-3-en-1-yl)bicyclo[2.2.1]hept-2-ene C(CC=C)C1C2C=CC(C1)C2